ClC1=C(C=C(C=C1)NC1=NC=CC(=N1)C1=CN(C2=CC=CC=C12)C)NC(\C=C\CN(C)C)=O (E)-N-(2-chloro-5-((4-(1-methyl-1H-indol-3-yl)pyrimidin-2-yl)amino)phenyl)-4-(dimethylamino)but-2-enamide